2-bromo-2,2-difluoroethanol BrC(CO)(F)F